C1=CC=CC=2C3=CC=CC=C3C(C12)COC(=O)NCC(=O)N[C@H](C(=O)OCC)CCC(C=[N+]=[N-])=O Ethyl (S)-2-(2-((((9H-fluoren-9-yl)methoxy)carbonyl)amino)acetamido)-6-diazo-5-oxohexanoate